NC=1C(=NC(=NC1C1=C2C=NNC2=CC=C1C)C=1C(=NC=CC1)NS(=O)(=O)C)C(=O)N 5-amino-6-(5-methyl-1H-indazol-4-yl)-2-(2-(methylsulfonamido)pyridin-3-yl)pyrimidine-4-carboxamide